COC1=C(C=CC(=C1)S(=O)(=O)C)NCC#CC=1C=C(C2=C(N(C=N2)CC(F)(F)F)C1)C(=O)NC1CCNCC1 6-(3-((2-methoxy-4-(methylsulfonyl)phenyl)amino)prop-1-yn-1-yl)-N-(piperidin-4-yl)-1-(2,2,2-trifluoroethyl)-1H-benzo[d]imidazole-4-carboxamide